CC1=C(C(CC=C1)(C)C)/C=C/C(=C/C=C/C(=C/C(=O)O)/C)/C The molecule is a retinoid obtained by 3,4-desaturation of beta-ionone ring of all-trans-retinoic acid It has a role as a human xenobiotic metabolite. It is a vitamin A and a retinoid. It derives from an all-trans-retinoic acid.